C(CCCC)(=O)SCCNC(CCNC([C@@H](C(COP(OP(OC[C@@H]1[C@H]([C@H]([C@@H](O1)N1C=NC=2C(N)=NC=NC12)O)OP(=O)(O)O)(=O)O)(=O)O)(C)C)O)=O)=O valeryl-coa